4-fluoro-2-methoxyphenylboron FC1=CC(=C(C=C1)[B])OC